C1(CC1)C1=NC=NC(=C1C1=NN2C(C(=N1)N[C@H](C)C1=CC=C(C=C1)C=1N(C=C(N1)C(F)(F)F)CC)=NC=C2)OC (R)-2-(4-cyclopropyl-6-methoxypyrimidin-5-yl)-N-(1-(4-(1-ethyl-4-(trifluoromethyl)-1H-imidazol-2-yl)phenyl)ethyl)imidazo[2,1-f][1,2,4]triazin-4-amine